1-((R)-8-(4'-(aminomethyl)-6-methoxybiphenyl-3-ylsulfonyl)-1-oxa-8-azaspiro[4.5]decan-3-ylamino)-3-(3-(1-(hydroxymethyl)cyclopropylsulfonyl)phenoxy)propan-2-ol NCC1=CC=C(C=C1)C1=CC(=CC=C1OC)S(=O)(=O)N1CCC2(C[C@H](CO2)NCC(COC2=CC(=CC=C2)S(=O)(=O)C2(CC2)CO)O)CC1